morpholinopiperidin O1CCN(CC1)N1CCCCC1